N-(5-chloropyridin-3-yl)-N-({5-[5-(difluoromethyl)-1,3,4-oxadiazol-2-yl]-1,3-thiazol-2-yl}methyl)-2-[(2S)-2-methylmorpholin-4-yl]ethane-1-sulfonamide ClC=1C=C(C=NC1)N(S(=O)(=O)CCN1C[C@@H](OCC1)C)CC=1SC(=CN1)C=1OC(=NN1)C(F)F